1,1'-(butane-1,4-diyl)bis(3-(4-bromobutyl)-2-methyl-1H-imidazol-3-ium) dibromide [Br-].[Br-].C(CCCN1C(=[N+](C=C1)CCCCBr)C)N1C(=[N+](C=C1)CCCCBr)C